5-fluoro-7-hydroxymethyl-3-methylquinoxalin-2(1H)-one FC1=C2N=C(C(NC2=CC(=C1)CO)=O)C